methyl 4-[[(7S)-1-[2-[(1S)-1-(2,2-difluoro-1,3-benzodioxol-5-yl)ethoxy]-4-pyridyl]-3-(trifluoromethyl)-4,5,6,7-tetrahydroindazol-7-yl]amino]benzoate FC1(OC2=C(O1)C=CC(=C2)[C@H](C)OC2=NC=CC(=C2)N2N=C(C=1CCC[C@@H](C21)NC2=CC=C(C(=O)OC)C=C2)C(F)(F)F)F